(6R,8S,9R)-9-(chloromethyl)-3-(trifluoromethyl)-8-(trityloxy)-7,8,9,10-tetrahydro-2H,6H-6,9-epoxypyrimido[2,1-b][1,3]oxazocin-2-one ClC[C@]12[C@H](C[C@H](N3C(OC1)=NC(C(=C3)C(F)(F)F)=O)O2)OC(C2=CC=CC=C2)(C2=CC=CC=C2)C2=CC=CC=C2